dimethyl-1,1'-biphenyl-4,4'-diol CC=1C(=C(C=CC1O)C1=CC=C(C=C1)O)C